FC1(O[C@H](CN(C1)C=1N=C(C2=C(N1)C(N(C(=N2)C(F)(F)F)C)=O)C2=C(C=C(C#N)C=C2)F)C=2C=NN(C2)C)F (S)-4-(2-(2,2-difluoro-6-(1-methyl-1H-pyrazol-4-yl)morpholino)-7-methyl-8-oxo-6-(trifluoromethyl)-7,8-dihydropyrimido[5,4-d]pyrimidin-4-yl)-3-fluorobenzonitrile